O1CCN(CC1)C1=CC(=NC=2N1N=C(C2)C(=O)N2CCCC2)N2N=C(C=C2)C=2C=C(C=CC2)C (7-morpholino-5-(3-(m-tolyl)-1H-pyrazol-1-yl)pyrazolo[1,5-a]pyrimidin-2-yl)(pyrrolidin-1-yl)methanone